FC1=NC=CC2=C1C[C@H]1CC[C@@H]2N1C(=O)NC1=CC(=C(C(=C1)Cl)Cl)Cl (5S,8R)-1-fluoro-N-(3,4,5-trichlorophenyl)-6,7,8,9-tetrahydro-5H-5,8-epiminocyclohepta[c]pyridine-10-carboxamide